CC=1C=C(C=C(C1CC=1C=C2C3(C(NC2=CC1)=O)CC3)C)N3N=C(C(NC3=O)=O)C#N 2-(3,5-dimethyl-4-((2'-oxospiro[cyclopropane-1,3'-indoline]-5'-yl)methyl)phenyl)-3,5-dioxo-2,3,4,5-tetrahydro-1,2,4-triazine-6-carbonitrile